5-(pyrazin-2-ylamino)-3-(4-((3-(trifluoromethyl)phenyl)sulfonamido)phenyl)-1H-pyrazole-4-carboxamide N1=C(C=NC=C1)NC1=C(C(=NN1)C1=CC=C(C=C1)NS(=O)(=O)C1=CC(=CC=C1)C(F)(F)F)C(=O)N